chloride (hydrogen carbonate) C(O)([O-])=O.[Cl-]